C(#C)C1=C2C(=CN=CC2=CC=C1F)C1=C(C=2N=C(N=C(C2C=N1)N(C[C@@H]1NCCCC1)C)OC[C@]12CCCN2C[C@@H](C1)F)F 7-(5-ethynyl-6-fluoroisoquinolin-4-yl)-8-fluoro-2-(((2R,7aS)-2-fluorotetrahydro-1H-pyrrolizin-7a(5H)-yl)methoxy)-N-methyl-N-(((R)-piperidin-2-yl)methyl)pyrido[4,3-d]pyrimidin-4-amine